ethyl 2-(6-(4-(((tert-butoxycarbonyl)amino)methyl)phenyl)-7-methyl-4-(trifluoromethyl)-2H-indazol-2-yl)-2-((R)-6-fluoro-6,7-dihydro-5H-pyrrolo[1,2-c]imidazol-1-yl)acetate C(C)(C)(C)OC(=O)NCC1=CC=C(C=C1)C=1C=C(C2=CN(N=C2C1C)C(C(=O)OCC)C1=C2N(C=N1)C[C@@H](C2)F)C(F)(F)F